2-(5-{[(1S,2R,3R,5R)-2-fluoro-1,5-dimethyl-9-azabicyclo[3.3.1]nonan-3-yl](methyl)amino}pyrazin-2-yl)-5-(2-fluoro-6-methoxypyridin-4-yl)phenol F[C@H]1[C@@]2(CCC[C@](C[C@H]1N(C=1N=CC(=NC1)C1=C(C=C(C=C1)C1=CC(=NC(=C1)OC)F)O)C)(N2)C)C